5-cyclopropyl-N2-(2,6-difluoro-4-(methylsulfonyl)phenyl)-N4-(4-methoxybenzyl)-N4-(1-(4-methoxybenzyl)-5-methyl-1H-pyrazol-3-yl)-6-(1-methyl-1H-pyrazol-4-yl)pyrimidine-2,4-diamine C1(CC1)C=1C(=NC(=NC1C=1C=NN(C1)C)NC1=C(C=C(C=C1F)S(=O)(=O)C)F)N(C1=NN(C(=C1)C)CC1=CC=C(C=C1)OC)CC1=CC=C(C=C1)OC